C1(CC1)N(C1CCC(CC1)NC)C1=C(C=C(C=C1)F)OC N4-cyclopropyl-N4-(4-fluoro-2-methoxy-phenyl)-N1-methyl-cyclohexane-1,4-diamine